2-{2-[4-(4-Methyl-piperazin-1-yl)-phenylamino]-pyrimidin-4-yl}-3-phenyl-thiazolo[3,2-a]pyrimidin-5-one CN1CCN(CC1)C1=CC=C(C=C1)NC1=NC=CC(=N1)C1=C(N2C(=NC=CC2=O)S1)C1=CC=CC=C1